10-bromo-7,12-dihydro-indolo[3,2-d][1]benzazepin-6(5H)-one BrC1=CC=C2C(=C1)NC1=C2CC(NC2=C1C=CC=C2)=O